3-((3-exo)-3-((6-methyl-4-((5-methyl-1H-pyrazol-3-yl)amino)-7H-pyrrolo[2,3-d]pyrimidin-2-yl)amino)-8-azabicyclo[3.2.1]oct-8-yl)propionitrile CC1=CC2=C(N=C(N=C2NC2=NNC(=C2)C)NC2CC3CCC(C2)N3CCC#N)N1